C(OC(C)(C)C)(OC=1C=NC(=CC1)NC=1C=C2C(=NC1)N(C=C2)C)=O tert-Butyl 6-[(1-methyl-1H-pyrrolo[2,3-b]pyridin-5-yl)amino]pyridin-3-yl carbonate